3-iodobenzotrifluorid IC=1C=C(C=CC1)C(F)(F)F